adamantane gold [Au].C12CC3CC(CC(C1)C3)C2